O=C1NC=CC=C1 (keto)-pyridine